C1(CCC1)C1=NC=CC(=C1)N1C[C@H](CC1)COC1=NC(=NC=C1C#N)C1CC1 (S)-4-((1-(2-cyclobutylpyridin-4-yl)pyrrolidin-3-yl)methoxy)-2-cyclopropylpyrimidine-5-carbonitrile